4-(4-(2-(pyridin-2-yl)-2,8-diazaspiro[4.5]decan-8-yl)quinazolin-6-yl)pyridin-2-amine N1=C(C=CC=C1)N1CC2(CC1)CCN(CC2)C2=NC=NC1=CC=C(C=C21)C2=CC(=NC=C2)N